5-Chloro-2-[2-[[(3R)-1-(3,3-difluoropropyl)-3-piperidyl]amino]oxazolo[4,5-b]pyridin-5-yl]-3-methyl-phenol ClC=1C=C(C(=C(C1)O)C1=CC=C2C(=N1)N=C(O2)N[C@H]2CN(CCC2)CCC(F)F)C